COC1=CC=2N(C=C1C1(CC1)C(F)(F)F)C(=CN2)C2=CC=CC(=N2)N[C@H]2CNCC21CC1 (R)-N-(6-(7-methoxy-6-(1-(trifluoromethyl)cyclopropyl)imidazo[1,2-a]pyridin-3-yl)pyridin-2-yl)-5-azaspiro[2.4]heptan-7-amine